(Z)-tetradec-7-en-1-ol C(CCCCC\C=C/CCCCCC)O